tert-Butyl 4-(2-fluoro-4-(1-(3-methoxy-3-oxopropyl)ureido)phenyl)piperazine-1-carboxylate FC1=C(C=CC(=C1)N(C(=O)N)CCC(=O)OC)N1CCN(CC1)C(=O)OC(C)(C)C